The molecule is a sphingoid 1-phosphate that is hexadecasphing-4-enine substituted by a phospho group at position 1. It has a role as a mouse metabolite. It derives from a hexadecasphing-4-enine. CCCCCCCCCCC/C=C/[C@H]([C@H](COP(=O)(O)O)N)O